ClC=1C=C(C#N)C=C(C1N1N=CC=2C=NC(=CC21)NC2=NC=NC(=C2)N2CCOCC2)F 3-chloro-5-fluoro-4-(6-((6-morpholinopyrimidin-4-yl)amino)-1H-pyrazolo[4,3-c]pyridin-1-yl)benzonitrile